CN[C@H]1CN(CC1)C(C#CC1=CC(=C(C=C1)C1=NC=CC=C1)C(F)(F)F)=O 1-[(3R)-3-(methylamino)pyrrolidin-1-yl]-3-[4-(pyridin-2-yl)-3-(trifluoromethyl)phenyl]prop-2-yn-1-one